C12(CC3CC(CC(C1)C3)C2)NCCN2CCN(CC2)CCSC2=C3C(N(C(C3=CC=C2)=O)C2C(NC(CC2)=O)=O)=O 4-((2-(4-(2-(adamantan-1-ylamino)ethyl)piperazin-1-yl)ethyl)thio)-2-(2,6-dioxopiperidin-3-yl)isoindoline-1,3-dione